methyl (R)-2-(1-(5-bromopyridin-2-yl)pyrrolidin-3-yl)acetate BrC=1C=CC(=NC1)N1C[C@H](CC1)CC(=O)OC